COC1=CC=C(CNC(CC(=O)OCC)CCCC(=O)OCC)C=C1 diethyl 3-((4-methoxybenzyl)amino)heptanedioate